BrCCOCCOCCC1(C(C=2C(=NCC=3N(C2S1)C(=NN3)C)C3=CC=C(C=C3)Cl)C)C 2-(2-(2-(2-bromoethoxy)ethoxy)ethyl)-4-(4-chlorophenyl)-2,3,9-trimethyl-6H-thieno[3,2-f][1,2,4]triazolo[4,3-a][1,4]diazepine